OCC1=C(OC[C@@H]2N(CCC2)C(=O)OCC2=CC=CC=C2)C=CC=C1 benzyl (R)-2-((2-(hydroxymethyl)phenoxy)methyl)pyrrolidine-1-carboxylate